NC1=CC=C(C=C1)NCCCCCCNC(OC(C)(C)C)=O tert-butyl (6-((4-aminophenyl)amino)hexyl)carbamate